C1(CCC1)CN1C(NCC12CCC(CC2)(C2=CC=CC=C2)N(C)CC)=O cis-1-(cyclobutylmethyl)-8-(ethyl(methyl)amino)-8-phenyl-1,3-diazaspiro[4.5]decan-2-one